NC1=C(C=C(C=N1)NC(C(=O)N1[C@@H](CC[C@H](C1)C)C1=NN(C=C1)C1=CC=NN1)=O)C N-(6-amino-5-methyl-3-pyridyl)-2-[(2S,5R)-5-methyl-2-[1-(1H-pyrazol-5-yl)pyrazol-3-yl]-1-piperidyl]-2-oxo-acetamide